ethyl (2S,3S)-2-(bis(4-methoxybenzyl) amino)-3-(4-bromothiazol-2-yl)-3-hydroxypropanoate COC1=CC=C(CN([C@H](C(=O)OCC)[C@H](O)C=2SC=C(N2)Br)CC2=CC=C(C=C2)OC)C=C1